C(=O)(O)CC[N+]1=NC=C(C=C1)C=1SC=CN1 1-(2-Carboxyethyl)-4-(1,3-thiazol-2-yl)pyridazin-1-ium